N6,N6-di-Boc-2-chloro-adenine C(=O)(OC(C)(C)C)N(C1=C2NC=NC2=NC(=N1)Cl)C(=O)OC(C)(C)C